(R)-1-(4-(2-((1-(5-chloro-6-oxo-1,6-dihydropyridazin-4-yl)pyrrolidin-3-yl)oxy)pyridin-4-yl)-3-fluorophenyl)-3-cyclopropylurea ClC1=C(C=NNC1=O)N1C[C@@H](CC1)OC1=NC=CC(=C1)C1=C(C=C(C=C1)NC(=O)NC1CC1)F